tert-butyl (3s,4s)-4-((4-(3-(2-(benzyloxy)-6-hydroxypyridin-3-yl)-1-methyl-1H-indazol-7-yl) piperazin-1-yl) methyl)-3-fluoropiperidine-1-carboxylate C(C1=CC=CC=C1)OC1=NC(=CC=C1C1=NN(C2=C(C=CC=C12)N1CCN(CC1)C[C@H]1[C@@H](CN(CC1)C(=O)OC(C)(C)C)F)C)O